(S,E)-N-((2,5-dichloropyridin-3-yl)methylene)-2-methylpropane-2-sulfinamide ClC1=NC=C(C=C1\C=N\[S@@](=O)C(C)(C)C)Cl